(S)-2-amino-3-(4'-hydroxy-[1,1'-biphenyl]-4-yl)propanoic acid N[C@H](C(=O)O)CC1=CC=C(C=C1)C1=CC=C(C=C1)O